(2R)-2-(2-Phenylethyl)-2,3,4,5-tetrahydro-1H-1,4-benzodiazepine C1(=CC=CC=C1)CC[C@H]1NC2=C(CNC1)C=CC=C2